3-{2-[(1-hydroxybutyl)-4-methylpyrimidin-5-yl]-1,6-naphthyridin-7-yl}cyclopropanecarboxamide OC(CCC)C1=NC=C(C(=N1)C)C1=NC2=CC(=NC=C2C=C1)C1CC1C(=O)N